N-(2-(4,4-difluorocyclohexyl)-4-(2,5-difluorophenyl)pyridin-3-yl)-2-(3,3-difluoropyrrolidin-1-yl)pyrimidine-5-carboxamide FC1(CCC(CC1)C1=NC=CC(=C1NC(=O)C=1C=NC(=NC1)N1CC(CC1)(F)F)C1=C(C=CC(=C1)F)F)F